3-(6-fluoro-5-(1-(4-(methylsulfonyl)benzyl)piperidin-4-yl)-1-oxoisoindolin-2-yl)piperidine-2,6-dione FC1=C(C=C2CN(C(C2=C1)=O)C1C(NC(CC1)=O)=O)C1CCN(CC1)CC1=CC=C(C=C1)S(=O)(=O)C